C(C)OC(=O)C1CC12CC(C2)C(=O)O 1-(ethoxycarbonyl)spiro[2.3]hexane-5-carboxylic acid